(2,4,6-trimethylphenyl)iodonium CC1=C(C(=CC(=C1)C)C)[IH+]